methyl 3-bromo-5-[(4-tert-butylphenyl)methylsulfanyl]-4-methoxy-benzoate BrC=1C=C(C(=O)OC)C=C(C1OC)SCC1=CC=C(C=C1)C(C)(C)C